C(C1=CC=CC=C1)OC(=O)N1CCN(C2=CC=CC(=C12)C)C1=CC2=C(N=C(N=C2)SC)N(C1=O)C1=CC=C(C=C1)OC1COC1 8-methyl-4-[2-methylsulfanyl-8-[4-(oxetan-3-yloxy)phenyl]-7-oxo-pyrido[2,3-d]pyrimidin-6-yl]-2,3-dihydroquinoxaline-1-carboxylic acid benzyl ester